7-bromo-N-[(4S)-3,4-dihydro-2H-chromen-4-yl]-3-methoxy-1-benzothiophene-2-carboxamide BrC1=CC=CC=2C(=C(SC21)C(=O)N[C@H]2CCOC1=CC=CC=C21)OC